C1(=CC=CC=C1)NC(CCCC(=O)NC1=CC=CC=C1)=O N,N'-diphenylglutaramide